N-(4-(4-Amino-7-(1-isobutyrylpiperidin-4-yl)pyrrolo[2,1-f][1,2,4]triazin-5-yl)phenyl)-5-bromo-6-methyl-2-oxo-2H-[1,3'-bipyridine]-3-carboxamide NC1=NC=NN2C1=C(C=C2C2CCN(CC2)C(C(C)C)=O)C2=CC=C(C=C2)NC(=O)C=2C(N(C(=C(C2)Br)C)C=2C=NC=CC2)=O